(2-aminoethyl)-5-(2-nitrophenyl)-2-(4-(trifluoromethyl)phenyl)Azole-4-carboxamide NCCC1=C(NC(=C1C(=O)N)C1=C(C=CC=C1)[N+](=O)[O-])C1=CC=C(C=C1)C(F)(F)F